BrC=1C=CC(=NC1)OC1CC(C1)OCCN1CCC2(CN(CCO2)C(=O)OC(C)(C)C)CC1 Tert-butyl 9-[2-[3-[(5-bromo-2-pyridyl) oxy] cyclobutoxy] ethyl]-1-oxa-4,9-diazaspiro[5.5]undecane-4-carboxylate